tert-butyl ((3S,5S)-1-(7-carbamoyl-5-fluoro-2-methyl-1H-indol-4-yl)-5-fluoropiperidin-3-yl)carbamate C(N)(=O)C=1C=C(C(=C2C=C(NC12)C)N1C[C@H](C[C@@H](C1)F)NC(OC(C)(C)C)=O)F